CN1C(SC2=C1C=CC=C2)SC 3-methyl-2-(methylthio)benzo[d]thiazole